(1R,2S,3R,5R)-3-(4-amino-5-(thiazol-2-yl)-7H-pyrrolo[2,3-d]pyrimidin-7-yl)-5-(piperidin-4-yl)cyclopentane-1,2-diol NC=1C2=C(N=CN1)N(C=C2C=2SC=CN2)[C@H]2[C@@H]([C@@H]([C@H](C2)C2CCNCC2)O)O